N-(1-(3,4-dimethoxyphenyl)ethyl)-3-(5-(3-fluoro-5-(methylsulfonyl)phenyl)-1H-pyrrolo[2,3-b]pyridin-3-yl)acrylamide Yttrium [Y].COC=1C=C(C=CC1OC)C(C)NC(C=CC1=CNC2=NC=C(C=C21)C2=CC(=CC(=C2)S(=O)(=O)C)F)=O